methyl 2-chloro-3-fluoroquinoline-7-carboxylate ClC1=NC2=CC(=CC=C2C=C1F)C(=O)OC